5-(4-chlorophenyl-ethyl)-1H-pyrazol-3-amine ClC1=CC=C(C=C1)CCC1=CC(=NN1)N